CC1=C(C=CC(=C1)N1CC2=CC=CC=C2CC1)C=1C=C2CCN[C@@H](C2=CC1)CNC1=C(C(=O)O)C=CN=C1 (S)-3-(((6-(2-methyl-4-(3,4-dihydroisoquinolin-2(1H)-yl)phenyl)-1,2,3,4-tetrahydro-isoquinolin-1-yl)methyl)amino)isonicotinic acid